C1(=CC=CC=C1)[C@H](C)NC1=CC(N(C(N1)=O)C1=CC(=C(C(=C1)F)F)F)=O (S)-6-((1-phenylethyl)amino)-3-(3,4,5-trifluorophenyl)pyrimidine-2,4(1H,3H)-dione